C(C)OC1=CC(=NC2=CC(=C(C=C12)C=1N=NC(=CC1)N(C1CC(NC(C1)(C)C)(C)C)C)O)C 4-ethoxy-2-methyl-6-(6-(methyl(2,2,6,6-tetramethylpiperidin-4-yl)amino)pyridazin-3-yl)quinolin-7-ol